C1(=CC=CC=C1)C1=C(C(=NN=N1)C1=C(C=CC=C1)C1=C(C=CC=2[Se]C3=C(C21)C=CC=C3)C3=CC=CC=C3)C3=NC=CC=C3C3=CC=CC=C3 [phenyl(phenylpyridinyl)triazineyl](phenyldibenzoselenophenyl)benzene